FC=1C(=NC=C(C1)C(C(C(F)(F)F)(F)F)(F)F)C=1C(=C(C(=O)N)C=C(C1)[N+](=O)[O-])SC1=NN=NN1CC1(CCC1)O [3-fluoro-5-(1,1,2,2,3,3,3-heptafluoropropyl)-2-pyridyl]-2-[1-[(1-hydroxycyclobutyl)methyl]tetrazol-5-yl]sulfanyl-5-nitro-benzamide